ClC=1C=C(C=CC1F)[C@@H]1N(OCC1)C1=CC(=NC=N1)NC=1C(=CC(=C(C1)NC(C=C)=O)N1CCC(CC1)N1CCN(CC1)C)OC N-(5-((6-((R)-3-(3-chloro-4-fluorophenyl)isoxazolidine-2-yl)pyrimidine-4-yl)amino)-4-methoxy-2-(4-(4-methylpiperazine-1-yl)piperidine-1-yl)phenyl)acrylamide